ClC=1C=NN(C(C1CN(C)C)=O)CC(=O)OCC Ethyl 2-[4-chloro-5-[(dimethylamino)methyl]-6-oxo-pyridazin-1-yl]acetate